C[C@H]1COC[C@@H](N1CC=1N(C2=CC(=CC=C2C(C1C)=O)C1=NC(=NC=C1F)N[C@H]1[C@@H](COCC1)O)C(C)C)C 2-(((3S,5S)-3,5-dimethylmorpholino)methyl)-7-(5-fluoro-2-(((3S,4R)-3-hydroxytetrahydro-2H-pyran-4-yl)amino)pyrimidin-4-yl)-1-isopropyl-3-methylquinolin-4(1H)-one